O[C@@H]([C@@H](C(N1CCCC1)=O)N1C(C2(C1C)NCCC2)=O)C 2-((2S,3R)-3-hydroxy-1-oxo-1-(pyrrolidin-1-yl)butan-2-yl)-3-methyl-2,5-diazaspiro[3.4]octan-1-one